C(C1=CC=CC=C1)C=1N=C(SC1)C1=CN(C=2N=C(N=CC21)Cl)C2C(C(C(C2)C2CNCCC2)O)O 3-[5-(4-benzyl-1,3-thiazol-2-yl)-2-chloropyrrolo[2,3-d]pyrimidin-7-yl]-5-(piperidin-3-yl)cyclopentane-1,2-diol